1,4-bis(glycidoxy)-5-chloronaphthalene C(C1CO1)OC1=CC=C(C2=C(C=CC=C12)Cl)OCC1CO1